CNC1COC2=C1C=CC(=C2)S(=O)(=O)C N-methyl-6-(methylsulfonyl)-2,3-dihydrobenzofuran-3-amine